OCC1=CC=C(C=N1)C=1C=C(C=CC1)C1CCN(CC1)C(=O)C1=CN=C2C=CC(=CN12)C(F)(F)F (4-{m-[6-(hydroxymethyl)-3-pyridyl]phenyl}-1-piperidyl)[5-(trifluoromethyl)-1,3a-diaza-3-indenyl]methanone